C(#N)C1=CC(=C(C=C1)S(=O)(=O)N1C[C@@H]([C@@](C1)(CO)O)OC1=CC(=C(C#N)C=C1)F)C#CC 4-(((3S,4R)-1-((4-cyano-2-(prop-1-yn-1-yl)phenyl)sulfonyl)-4-hydroxy-4-(hydroxymethyl)pyrrolidin-3-yl)oxy)-2-fluorobenzonitrile